C(C1=CC=CC=C1)(=O)OC[C@H]1O[C@H]([C@H]([C@@H]1OC(C1=CC=CC=C1)=O)F)N1C=C(C2=C1N=CN=C2Cl)Cl [(2R,3R,4S,5R)-3-(benzoyloxy)-5-{4,5-dichloro-7H-pyrrolo[2,3-d]pyrimidin-7-yl}-4-fluorooxolan-2-yl]methyl benzoate